1,3-di-O-caffeoylquinic acid C1[C@H]([C@H]([C@@H](C[C@@]1(C(=O)O)OC(=O)/C=C/C2=CC(=C(C=C2)O)O)OC(=O)/C=C/C3=CC(=C(C=C3)O)O)O)O